C(C)(=O)C1=NC=CC=C1NC(OC(C)(C)C)=O tert-butyl (2-acetylpyridin-3-yl)carbamate